4-fluoro-5-((2-methyl-1,4-diazepan-1-yl)sulfonyl)isoquinolin-1-ol trifluoroacetate salt FC(C(=O)O)(F)F.FC1=CN=C(C2=CC=CC(=C12)S(=O)(=O)N1C(CNCCC1)C)O